C(#N)C1=C(C=C(C=N1)N1C(N(C(C1=O)(C)C)CCCC(=O)NC)=S)C(F)(F)F 4-[3-[6-cyano-5-(trifluoromethyl)pyridin-3-yl]-5,5-dimethyl-4-oxo-2-thioxo-imidazolidin-1-yl]-N-methyl-butyramide